N[C@@H]1[C@@H](OCC12CCN(CC2)C=2N=CC(=NC2)SC=2C(=C(C=CC2)NC(=O)NS(=O)(=O)C2=CC(=CC=C2)F)Cl)C N-((3-((5-((3S,4S)-4-amino-3-methyl-2-oxa-8-azaspiro[4.5]decan-8-yl)pyrazin-2-yl)thio)-2-chlorophenyl)carbamoyl)-3-fluorobenzenesulfonamide